O(C1=CC=CC=C1)C1CCN(CC1)C1=NC2=CC=CC=C2N=C1 2-(4-Phenoxypiperidin-1-yl)quinoxaline